C1(=CC=CC=C1)C1=CC2=C(S1)C=CC=C2 2-phenylbenzo[b]thiophen